OCC1N(CCC1)CCC=O 3-[2-(HYDROXYMETHYL)PYRROLIDIN-1-YL]PROPANAL